The molecule is a linolenate that is the conjugate base of alpha-linolenic acid, arising from deprotonation of the carboxylic acid group. It has a role as a human metabolite. It is a conjugate base of an alpha-linolenic acid. CC/C=C\\C/C=C\\C/C=C\\CCCCCCCC(=O)[O-]